propylene glycol arachidate C(CCCCCCCCCCCCCCCCCCC)(=O)O.C(C(C)O)O